Tin pyrophosphate [O-]P([O-])(=O)OP(=O)([O-])[O-].[Sn+4]